C1NCC2=CC(=CC=C12)NC(=O)C1=CC2=C(OCCC3=C2SC=C3)C=C1C=1C(=NC(=CC1)C(NCCC)=O)C(=O)O 3-(9-(isoindolin-5-ylcarbamoyl)-4,5-dihydrobenzo[b]thieno[2,3-d]oxepin-8-yl)-6-(propylcarbamoyl)picolinic acid